CN1C(SC2=C1C=CC(=C2)C2=CC=C(C(=O)O)C=C2)=O 4-(3-methyl-2-benzothiazolinon-6-yl)benzoic acid